C(C(=O)O)(=O)O.FC1=CC2=C(C(=NO2)C2CCN(CC2)CCCOC2CN3C(CCC4=CC=CC2=C34)=O)C=C1 (3-(4-(6-fluorobenzo[d]isoxazol-3-yl)piperidin-1-yl)propoxy)-5,6-dihydro-1H-pyrrolo[3,2,1-ij]quinolin-4(2H)-one oxalate